o-hydroxybenzoic acid OC1=C(C(=O)O)C=CC=C1